5-(imidazo[1,2-b]pyridazin-6-yl)-N-(trans-4-(4-methylpiperazin-1-yl)cyclohexyl)pyrrolo[2,1-f][1,2,4]triazin-2-amine N=1C=CN2N=C(C=CC21)C=2C=CN1N=C(N=CC12)N[C@@H]1CC[C@H](CC1)N1CCN(CC1)C